5-amino-8-[2-(hydroxymethyl)-6-methoxy-4-pyridyl]-2-[(5-methyl-2-pyridyl)methyl]-7-phenyl-[1,2,4]triazolo[4,3-c]pyrimidin-3-one NC1=NC(=C(C=2N1C(N(N2)CC2=NC=C(C=C2)C)=O)C2=CC(=NC(=C2)OC)CO)C2=CC=CC=C2